methyl 3-[(1-methylcyclopropyl)amino]-4-nitro-benzoate CC1(CC1)NC=1C=C(C(=O)OC)C=CC1[N+](=O)[O-]